C1=CC(=CC=2SC3=C(C21)C=CC=C3)C=3C(=NC(=C(C3C3=C(C=CC=C3)C3=NC2=C(N3C3=CC=CC=C3)C=CC=C2)C=2C=CC3=C(SC1=C3C=CC=C1)C2)C2=CC=C(C=C2)N2C1=CC=C(C=C1C=1C=C(C=CC21)C)C)C2=CC=C(C=C2)N2C1=CC=C(C=C1C=1C=C(C=CC21)C)C 9,9'-((3,5-bis(dibenzo[b,d]thiophen-3-yl)-4-(2-(1-phenyl-1H-benzo[d]imidazol-2-yl)phenyl)pyridine-2,6-diyl)bis(4,1-phenylene))bis(3,6-dimethyl-9H-carbazole)